OC(CC(CC=1C(=C(C=CC1)C1=C(C=C(C=C1C)C)C)OC)=O)CC=1C(=C(C=CC1)C1=C(C=C(C=C1C)C)C)OC 4-hydroxy-1,5-bis(2-methoxy-2',4',6'-trimethyl-[1,1'-biphenyl]-3-yl)pentan-2-one